3,6-Diphenylindazolo[3,2-a]isoquinoline C1(=CC=CC=C1)C1=CC=2C=C(N3C(C2C=C1)=C1C=CC=CC1=N3)C3=CC=CC=C3